N'-((2-(cyclopropylmethyl)-3-methyl-6,7-dihydro-5H-cyclopenta[b]pyridin-4-yl)carbamoyl)-4-(2-hydroxypropan-2-yl)thiophene-2-sulfonimidamide C1(CC1)CC1=C(C(=C2C(=N1)CCC2)NC(=O)N=S(=O)(N)C=2SC=C(C2)C(C)(C)O)C